((3S*,4S*)-6,7-difluoro-3-methylchroman-4-yl)methanesulfonamide FC=1C=C2[C@H]([C@@H](COC2=CC1F)C)CS(=O)(=O)N |o1:4,5|